Rac-(3aR,6aR)-2-((2-methyl-6-(trifluoromethyl)pyridin-3-yl)sulfonyl)-5-((tetrahydro-2H-pyran-4-yl)methyl)octahydropyrrolo[3,4-c]pyrrole CC1=NC(=CC=C1S(=O)(=O)N1C[C@H]2CN(C[C@@H]2C1)CC1CCOCC1)C(F)(F)F |r|